1-(4-chlorobutyl)-pyrene ClCCCCC1=CC=C2C=CC3=CC=CC4=CC=C1C2=C34